N1(N=CC=C1)C1=C(C=CC=C1)NC1=NC(=NC=C1Cl)NC=1C(=CC(=C(C1)NC(C=C)=O)N(C)CCN(C)C)OC N-(5-((4-((2-(1H-pyrazol-1-yl)phenyl)amino)-5-chloropyrimidin-2-yl)amino)-2-((2-(dimethylamino)ethyl)(methyl)amino)-4-methoxyphenyl)acrylamide